(6R,12S)-20-amino-6,18-bis(trifluoromethyl)-22-oxa-3,4,16,21-tetraazatetracyclo[15.3.1.12,5.012,16]docosa-1(21),2,4,17,19-pentaen-6-ol NC1=CC(=C2N3CCC[C@@H]3CCCCC[C@](C3=NN=C(C1=N2)O3)(O)C(F)(F)F)C(F)(F)F